4-(difluoromethyl)-3-(8-fluoro-9-iodo-5,6-dihydrobenzo[f]imidazo[1,2-d][1,4]oxazepin-2-yl)oxazolidin-2-one FC(C1N(C(OC1)=O)C=1N=C2N(CCOC3=C2C=CC(=C3F)I)C1)F